2-(3-bromophenyl)-4-chloroquinazoline BrC=1C=C(C=CC1)C1=NC2=CC=CC=C2C(=N1)Cl